Cl.FC(O[C@@H]1CNCC1)(F)F (S)-3-(trifluoromethoxy)pyrrolidine hydrochloride